3-(4,6-difluoro-5-(1-(3-fluoro-4-methylbenzyl)-4-hydroxypiperidin-4-yl)-1-oxoisoindolin-2-yl)piperidine-2,6-dione FC1=C2CN(C(C2=CC(=C1C1(CCN(CC1)CC1=CC(=C(C=C1)C)F)O)F)=O)C1C(NC(CC1)=O)=O